3-Benzyl-N-(4-carbamoylphenyl)-2,4-dioxo-1,2,3,4-tetrahydropyrimidine-5-carboxamide C(C1=CC=CC=C1)N1C(NC=C(C1=O)C(=O)NC1=CC=C(C=C1)C(N)=O)=O